N-{3-[(6,7-dichloro-2,3-dihydro-1,4-benzodioxine-2-carbonyl)amino]bicyclo[1.1.1]pentan-1-yl}-5-(difluoromethyl)pyrazine-2-carboxamide ClC1=CC2=C(OC(CO2)C(=O)NC23CC(C2)(C3)NC(=O)C3=NC=C(N=C3)C(F)F)C=C1Cl